N-(3H-benzimidazol-5-yl)-3-oxo-butanamide N1=CNC2=C1C=CC(=C2)NC(CC(C)=O)=O